ClC=1C(=CC(=C(C[C@@]2(OC[C@@H](C2)NS(=O)(=O)C)C=2OC=C(N2)C(=O)OC)C1)F)F |r| rac-methyl 2-((2S,4R)-2-(5-chloro-2,4-difluorobenzyl)-4-(methylsulfonamido)tetrahydrofuran-2-yl)oxazole-4-carboxylate